2-(1-(4-((4-(2-Hydroxyethoxy)phenyl)amino)-5-oxo-5,6-dihydropyrimido[4,5-d]pyridazin-2-yl)piperidin-4-yl)acetonitril OCCOC1=CC=C(C=C1)NC1=NC(=NC=2C=NNC(C21)=O)N2CCC(CC2)CC#N